FC(S(=O)Cl)(F)F trifluoromethyl-sulfinyl chloride